N-[(2-Oxo-1H-pyridin-3-yl)sulfonyl]-6-[3-(trifluoromethyl)phenyl]-2-[(4S)-2,2,4-trimethylpyrrolidin-1-yl]pyridin-3-carboxamid O=C1NC=CC=C1S(=O)(=O)NC(=O)C=1C(=NC(=CC1)C1=CC(=CC=C1)C(F)(F)F)N1C(C[C@@H](C1)C)(C)C